NC=1C=CC(=NC1)N1N=C(C(=C1)C1=CN=C(N1C)C(=O)NC1=CC(=C(C=C1)C(=O)N1[C@H]2CN[C@@H](C1)C2)Cl)C(F)(F)F 5-[1-(5-amino-2-pyridyl)-3-(trifluoromethyl)pyrazol-4-yl]-N-[3-chloro-4-[(1R,4R)-2,5-diazabicyclo[2.2.1]heptane-2-carbonyl]phenyl]-1-methyl-imidazole-2-carboxamide